OCCNCCCCCC(=O)OCCCCCCCCC(C)C 9-methyldecyl 6-(2-hydroxyethylamino)hexanoate